C(=O)(O)CNC(C(CS)NC(C(=O)O)CCC=O)=O {[2-[(carboxymethyl)amino]-1-(mercaptomethyl)-2-oxoethyl]amino}-5-oxopentanoic acid